O=C1NC(CCC1N1C(C2=CC=CC(=C2C1=O)NCC1CC2(C1)CCC(CC2)NC)=O)=O 2-(2,6-Dioxo-3-piperidyl)-4-[[7-(methylamino)spiro[3.5]nonan-2-yl]methylamino]isoindoline-1,3-dione